3-(1-(methylsulfonyl)piperidin-4-yl)-3,4-dihydro-5H-pyrazolo[3,4-c]isoquinolin-5-one CS(=O)(=O)N1CCC(CC1)N1N=CC2=C1NC(C=1C=CC=CC21)=O